COC(C1=CC(=CC(=C1)S(=O)(=O)C)Br)=O 3-bromo-5-(methylsulfonyl)benzoic acid methyl ester